ClC=1C=C(C=CC1Cl)N1CCC2C(CC1)CN(C2)C 6-(3,4-dichlorophenyl)-2-methyldecahydropyrrolo[3,4-d]azepine